C1(=CC=CC=C1)P(C1=C(C=CC=C1)S(=O)(=O)O)C1=CC=CC=C1 2-(diphenylphosphino)benzenesulfonic acid